C1=CC(=CC=C1CC2=CC=C(C=C2)Br)Br 4,4'-dibromodiphenylmethane